ON1[C@@H]2CC[C@H](N(C1=O)C2)C(=N)NS(=O)(=O)C (2S,5R)-6-hydroxy-N-(methylsulfonyl)-7-oxo-1,6-diazabicyclo[3.2.1]octan-2-carboxamidine